(2S,3S-4R)-3-(3-boronopropyl)-4-(dimethylamino)pyrrolidine-2-carboxylic acid B(O)(O)CCC[C@H]1[C@H](NC[C@@H]1N(C)C)C(=O)O